C(C1=CC=CC=C1)N(C([C@@H](CC)NC(=O)OC(C)(C)C)=O)[C@H](C(=O)OC)CC methyl (S)-2-((R)-N-benzyl-2-((tert-butoxycarbonyl) amino)butanamido)butanoate